{[2-(methylsulfinyl)-8-(trifluoromethyl)pyrazolo[1,5-a][1,3,5]triazin-4-yl]amino}acetonitrile CS(=O)C1=NC=2N(C(=N1)NCC#N)N=CC2C(F)(F)F